2-(1-methylpyrazol-3-yl)-2-(1-methylpyrazol-4-yl)propanenitrile CN1N=C(C=C1)C(C#N)(C)C=1C=NN(C1)C